ClCC(=O)N1C2=C(OC[C@@H]1C)N=C(C(=C2)CC2=CC=C(C=C2)F)C(=O)N2CCN(CC2)C (S)-2-chloro-1-(7-(4-fluorobenzyl)-2-methyl-6-(4-methylpiperazine-1-carbonyl)-2,3-dihydro-1H-pyrido[2,3-b][1,4]oxazin-1-yl)ethan-1-one